9-[2-carboxy-5-[[[2-[(2-methyl-1-oxo-2-propen-1-yl)oxy]ethoxy]thioxomethyl]amino]phenyl]-3,6-bis(diethylamino)xanthylium chloride [Cl-].C(=O)(O)C1=C(C=C(C=C1)NC(=S)OCCOC(C(=C)C)=O)C=1C2=CC=C(C=C2[O+]=C2C=C(C=CC12)N(CC)CC)N(CC)CC